C1(CCCC1)N1N=C(C=C1C1=C(C=CC=C1)C(F)(F)F)C(=O)N[C@H](CC1=NN=CN1)CCC1=CC=C(C=C1)F 1-cyclopentyl-N-[(2S)-4-(4-fluorophenyl)-1-(4H-1,2,4-triazol-3-yl)butan-2-yl]-5-[2-(trifluoromethyl)phenyl]-1H-pyrazole-3-carboxamide